FC(C)(F)C1=CC=C(CN2CCC3(CC2)COC2=C4CN(C(C4=CC=C23)=O)C2C(NC(CC2)=O)=O)C=C1 3-(1'-(4-(1,1-difluoroethyl)benzyl)-6-oxo-6,8-dihydro-2H,7H-spiro[furo[2,3-e]isoindole-3,4'-piperidin]-7-yl)piperidine-2,6-dione